CN(C)CC1=CC=C(C=C1)S(=O)(N)=NC(NC=1C(=NC=C(C1C(C)C)F)C(C)C)=O 4-((dimethylamino)methyl)-N'-((5-fluoro-2,4-diisopropylpyridin-3-yl)carbamoyl)benzenesulfonimidamide